COC(CC(C)S)=O.BrCC/C=C/CCSC1=CC=NC2=CC(=CC=C12)C(F)(F)F (E)-4-((6-bromohex-3-en-1-yl)thio)-7-(trifluoromethyl)quinoline METHYL-3-MERCAPTOBUTANOATE